The molecule is a sphingoid that is sphingosine having an additional cis-double bond at position 14. It has a role as a mouse metabolite. It is a sphingoid and an aminodiol. It derives from a sphingosine. It is a conjugate base of a sphinga-4E,14Z-dienine(1+). CCC/C=C\\CCCCCCCC/C=C/[C@H]([C@H](CO)N)O